N1(CCCC2=NC=CC=C12)C1=NN(C2=NC(=CN=C21)N2CCC(CC2)(CCC)CNC(OC(C)(C)C)=O)C2OCCCC2 tert-butyl ((1-(3-(3,4-dihydro-1,5-naphthyridin-1(2H)-yl)-1-(tetrahydro-2H-pyran-2-yl)-1H-pyrazolo[3,4-b]pyrazin-6-yl)-4-propylpiperidin-4-yl)methyl)carbamate